C1(CCCC1)C1=C(C=C(/C=C/C=2N=CSC2)C=C1OC)OC (E)-4-(4-cyclopentyl-3,5-Dimethoxystyryl)thiazole